N1C=CC2=CC=C(C=C12)NC1=NC=NC(=N1)NC1=CC=C2C=CNC2=C1 N2,N4-bis(1H-indol-6-yl)-1,3,5-triazine-2,4-diamine